(2-hydroxypropyl) methacrylate C(C(=C)C)(=O)OCC(C)O